N-[3-chloro-4-(difluoromethoxy)-2-fluoro-phenyl]-6-(4,7-diazaspiro[2.5]octan-7-yl)pyrido[3,4-d]pyrimidin-4-amine ClC=1C(=C(C=CC1OC(F)F)NC=1C2=C(N=CN1)C=NC(=C2)N2CCNC1(CC1)C2)F